1-[4-(1,1-dioxido-4-oxo-1,2,5-thiadiazolidin-2-yl)-3-fluoro-5-hydroxyphenyl]-3-(1-methyl-1,2,3,4-tetrahydroquinolin-7-yl)urea O=S1(N(CC(N1)=O)C1=C(C=C(C=C1O)NC(=O)NC1=CC=C2CCCN(C2=C1)C)F)=O